FC1=CC=C2CCC=CC2=C1 7-fluoro-3,4-dihydronaphthalen